1-(9H-fluoren-9-yl)-8-isopropyl-11-methyl-3,6,9,12,15-pentaoxo-2,18-dioxa-4,7,10,13,16-pentaazaicosan-20-oic acid C1=CC=CC=2C3=CC=CC=C3C(C12)COC(NCC(NC(C(NC(C(NCC(NCOCC(=O)O)=O)=O)C)=O)C(C)C)=O)=O